5-(3-Bromophenyl)-2-(cyclopropylmethyl)-1H-pyrrole-3-carboxylic acid BrC=1C=C(C=CC1)C1=CC(=C(N1)CC1CC1)C(=O)O